4-formyl-thieno[2,3-b]pyridine-6-carboxylic acid methyl ester COC(=O)C1=CC(=C2C(=N1)SC=C2)C=O